n-propyl propionate CCCOC(=O)CC